3-(3-Chloro-4-fluorophenyl)-1-(4-(dimethylamino)phenyl)-1-((6,7,8,9-tetrahydro-5H-[1,2,4]triazolo[4,3-a]azepin-3-yl)methyl)urea ClC=1C=C(C=CC1F)NC(N(CC1=NN=C2N1CCCCC2)C2=CC=C(C=C2)N(C)C)=O